Tert-Butyl 3-[3-[[1-(trifluoromethyl)cyclopropyl]methylsulfonyl]-1-bicyclo[1.1.1]pentanyl]azetidine-1-carboxylate FC(C1(CC1)CS(=O)(=O)C12CC(C1)(C2)C2CN(C2)C(=O)OC(C)(C)C)(F)F